ClC(OC1=CC=C(C=C1)NC(=O)C1=CN(C(C(=C1)C=1C=NC=C(C1)F)=O)C)(F)F N-[4-[Chloro(difluoro)methoxy]phenyl]-5-(5-fluoro-3-pyridyl)-1-methyl-6-oxo-pyridine-3-carboxamide